5-(4-(1-((R)-3-(4-amino-3-(4-phenoxyphenyl)-1H-pyrazolo(3,4-d)pyrimidin-1-yl)piperidine-1-carbonyl)piperidin-4-yl)piperazin-1-yl)-2-(2,6-dioxopiperidin-3-yl)isoindoline-1,3-dione NC1=C2C(=NC=N1)N(N=C2C2=CC=C(C=C2)OC2=CC=CC=C2)[C@H]2CN(CCC2)C(=O)N2CCC(CC2)N2CCN(CC2)C=2C=C1C(N(C(C1=CC2)=O)C2C(NC(CC2)=O)=O)=O